tert-butyl 2-(2,6-dimethylpyridin-4-yl)-5-(2,4-dioxo-1,3-diazaspiro[4.5]dec-8-yl)-3-isopropyl-1H-indole-1-carboxylate CC1=NC(=CC(=C1)C=1N(C2=CC=C(C=C2C1C(C)C)C1CCC2(C(NC(N2)=O)=O)CC1)C(=O)OC(C)(C)C)C